(2S,4R)-1-[(3aS,4S,6aS)-2-acetyl-octahydrocyclopenta[c]pyrrole-4-carbonyl]-4-fluoro-N-[(S)-phenyl[4-(propan-2-yl)phenyl]methyl]pyrrolidine-2-carboxamide C(C)(=O)N1C[C@@H]2[C@H](C1)[C@H](CC2)C(=O)N2[C@@H](C[C@H](C2)F)C(=O)N[C@H](C2=CC=C(C=C2)C(C)C)C2=CC=CC=C2